C1(=CC=C(C=C1)NC(=O)[C@H]1CC12CCN(CC2)C(=O)[O-])C (S)-1-(p-tolylcarbamoyl)-6-azaspiro[2.5]octane-6-carboxylate